S-(2,3-Dichloroallyl) diisopropylthiocarbamate C(C)(C)N(C(SCC(=CCl)Cl)=O)C(C)C